C1CCC2=C(C=3CCCC3C=C12)CC(=O)NS(N(CCNC)C=1C=NN(C1)C)(=O)=O 2-(1,2,3,5,6,7-hexahydro-s-indacen-4-yl)-N-[(1-methyl-1H-pyrazol-4-yl)[2-(methylamino)ethyl]-sulfamoyl]acetamide